C1=C(C=CC=2OC3=C(C21)C=CC=C3)[C@@H](CF)N[S@](=O)C(C)(C)C (R)-N-((S)-1-(dibenzo[b,d]furan-2-yl)-2-fluoroethyl)-2-methylpropane-2-sulfinamide